zinc-copper-cadmium [Cd].[Cu].[Zn]